ClC=1C=NC(=C(C(=O)NC2CCC(CC2)CN2C(N(C3=C2C=CC=C3C)C=3C=NC(=CC3)C)=O)C1)C 5-chloro-2-methyl-N-((1r,4r)-4-((4-methyl-3-(6-methylpyridin-3-yl)-2-oxo-2,3-dihydro-1H-benzo[d]imidazol-1-yl)methyl)cyclohexyl)nicotinamide